BrC=1C(=NC(=C(C1)C)C)N 3-bromo-5,6-dimethylpyridin-2-amine